COC(CCCC\C=C/CC)OC (Z)-6-nonen-1-aldehyde dimethyl acetal